FC=1C(=C(C=CC1F)[C@H]1C(N[C@]([C@H]1C)(C(F)(F)F)C)=O)OC |r| rac-(3s,4s,5r)-3-(3,4-difluoro-2-methoxyphenyl)-4,5-dimethyl-5-(trifluoromethyl)pyrrolidin-2-one